S(=O)(=O)(O)N[C@@H](CCCNC(N)=N)C(=O)O sulfoarginine